(3aR,9bR)-7-((2-fluoro-6-(trifluoromethyl)benzyl)oxy)-9b-((4-fluorophenyl)sulfonyl)-2,3,3a,4,5,9b-hexahydro-1H-benzo[e]indole FC1=C(COC2=CC3=C([C@@]4(CCN[C@@H]4CC3)S(=O)(=O)C3=CC=C(C=C3)F)C=C2)C(=CC=C1)C(F)(F)F